Cl.C(C)N=C=NCCCN(C)C 1-ethyl-3-(3-dimethylaminopropyl)carbodiimide-HCl